C(C)(C)(C)C1=C(C(=CC(=C1)C)CC1=C(C(=CC(=C1)C)C(C)(C)C)O)OC(C=C)=O 2-Tert-butyl-6-[(3-tert-butyl-2-hydroxy-5-methylphenyl)-methyl]-4-methylphenyl-prop-2-enoat